NC=1SC2=C(N1)C(=CC=C2F)C2=C1C(=NC(=C2C)N2CC3(CN(C3)C(C=C)=O)CC2)CC(OC1)(C)C (M)-1-(6-(4-(2-amino-7-fluoro-1,3-benzothiazol-4-yl)-3,7,7-trimethyl-7,8-dihydro-5H-pyrano[4,3-b]pyridin-2-yl)-2,6-diazaspiro[3.4]octan-2-yl)-2-propen-1-one